pyrazino[1',2':4,5]pyrazino[2,3-c]pyridazine-8-carboxamide C1=C2C(=NN=C1)N=CC=1N2C=CN(C1)C(=O)N